C(CCC)C1=CC=C(C=C1)N=NC1=CC=CC=C1 4-butyl-azobenzene